C(C1=CC=CC=C1)OC(=O)[C@]1(CN(C[C@H]1CCCB1OC(C(O1)(C)C)(C)C)\C(\NC(=O)OC(C)(C)C)=N/C(=O)OC(C)(C)C)N=[N+]=[N-] rac-(trans)-benzyl-3-azido-1-((Z)-N,N'-bis(tert-butoxycarbonyl)carbamimidoyl)-4-(3-(4,4,5,5-tetramethyl-1,3,2-dioxaborolan-2-yl)propyl)pyrrolidine-3-carboxylate